P(=O)(F)(F)OC(COCCC=C)COCCC#C (3-buten-1-yloxy)-3-(3-butyn-1-yloxy)-2-propanol difluorophosphate